Butyl-4-hydroxy-1-n-propyl-5-isopropyl-pyrazol C(CCC)C1=NN(C(=C1O)C(C)C)CCC